8-(2-Chloro-4-methylphenyl)-9-(3-fluoro-4-((1-(3-fluoropropyl)azetidin-3-yl)methyl)phenyl)-6,7-dihydro-5H-benzo[7]annulen ClC1=C(C=CC(=C1)C)C=1CCCC2=C(C1C1=CC(=C(C=C1)CC1CN(C1)CCCF)F)C=CC=C2